ClC=1C=CC=C2C=CC(=NC12)NC1=NC=C(C(=C1)C)C1(CC1)C(F)(F)F 8-Chloro-N-(4-methyl-5-(1-(trifluoromethyl)cyclopropyl)pyridin-2-yl)quinolin-2-amine